FC1(C(C1)N1N=CC=C1C1=NC(=CC=C1C(C)O)N1C=NC2=C1C=CC(=C2)NC=2N=NC(=CC2)C)F 1-[2-[2-(2,2-Difluorocyclopropyl)pyrazol-3-yl]-6-[5-[(6-methylpyridazin-3-yl)amino]benzimidazol-1-yl]-3-pyridyl]ethanol